N1(C=NC=C1)C1=CC=CC(=N1)C(=O)NC1CCC(CC1)OC 6-(1H-imidazol-1-yl)-N-(4-methoxycyclohexyl)picolinamide